2-(6-(6-((6-(furan-2-yl)pyridin-3-yl)methyl)-3,6-diazabicyclo[3.1.1]heptan-3-yl)pyridin-3-yl)-6-methyl-N-(5-methyl-1H-pyrazol-3-yl)pyrimidin-4-amine O1C(=CC=C1)C1=CC=C(C=N1)CN1C2CN(CC1C2)C2=CC=C(C=N2)C2=NC(=CC(=N2)NC2=NNC(=C2)C)C